2-(((2-(dimethylamino)ethyl)amino)methylene)-5-(2,3,4-trifluorophenyl)cyclohexane-1,3-dione CN(CCNC=C1C(CC(CC1=O)C1=C(C(=C(C=C1)F)F)F)=O)C